ONC(=O)C=1C=NC=2CN(CCC2C1)C1CCC2(CCC2)CC1 N-hydroxy-7-(spiro[3.5]nonan-7-yl)-5,6,7,8-tetrahydro-1,7-naphthyridine-3-carboxamide